(1S)-2,2-Difluoro-2,3-dihydrodispiro[indene-1,1'-cyclohexane-3',2''-[1,3]dioxolan]-3-ol FC1(C(C2=CC=CC=C2[C@]12CC1(OCCO1)CCC2)O)F